(2,4-dimethylphenyl)methanamine CC1=C(C=CC(=C1)C)CN